(4-hydroxyphenyl)methyl-(phenylmethyl)sulfonium hexafluorophosphate F[P-](F)(F)(F)(F)F.OC1=CC=C(C=C1)C[SH+]CC1=CC=CC=C1